CC1CCC(CC1)C(C)(C)O 2-(4-methylcyclohexyl)-2-propanol